OCCCCCCCCC1=CC=CC=2NN=NC21 hydroxyoctyl-benzotriazole